C[Si](O[Si](C=CCC=CCNC([O-])=O)(O[Si](C)(C)C)O[Si](C)(C)C)(C)C 3-[tris(trimethylsilyloxy) silyl]Allylallylcarbamate